1-[4-[2-hydroxy-3-(2-nitrophenoxy)-propyl]piperazin-1-yl]-3-(2-nitrophenoxy)-propan-2-ol OC(CN1CCN(CC1)CC(COC1=C(C=CC=C1)[N+](=O)[O-])O)COC1=C(C=CC=C1)[N+](=O)[O-]